ClC1=C(C=CC=C1OCCCNCC1NC(CC1)=O)C=1C=C(NN2SC3=C(C2)C=CC=C3)C=CC1 N-(3-(2-chloro-3-(3-((5-oxopyrrolidin-2-yl)methylamino)propoxy)phenyl)anilino)benzisothiazol